4-vinylphenyl-tris(dimethylsiloxy)silane tert-Butyl-N-tert-butoxycarbonyl-N-(6-methyl-5-nitro-2-pyridyl)carbamate C(C)(C)(C)OC(N(C1=NC(=C(C=C1)[N+](=O)[O-])C)C(=O)OC(C)(C)C)=O.C(=C)C1=CC=C(C=C1)[Si](O[SiH](C)C)(O[SiH](C)C)O[SiH](C)C